FC=1C=C(C=C(C1)F)[C@@H]1CC=NN1C(=O)N1CCN(CC1)C1=NC(=NC=C1F)N1N=CC(=C1)C#N (S)-1-(4-(4-(5-(3,5-difluorophenyl)-4,5-dihydro-1H-pyrazole-1-carbonyl)piperazin-1-yl)-5-fluoropyrimidin-2-yl)-1H-pyrazole-4-carbonitrile